4-(7-(difluoro-methyl)-8-fluoro-imidazo[1,2-a]pyridin-3-yl)-7-((5-((2,2-dimethyl-piperazin-1-yl)methyl)pyridin-2-yl)amino)isoindolin-1-one FC(C1=C(C=2N(C=C1)C(=CN2)C2=C1CNC(C1=C(C=C2)NC2=NC=C(C=C2)CN2C(CNCC2)(C)C)=O)F)F